Tri-o-Tolyl-phosphine tert-butyl-((2-(((R)-6-hydroxyhexan-2-yl)oxy)-4-methylphenyl)sulfonyl)-L-prolinate C(C)(C)(C)[C@@]1(N(CCC1)S(=O)(=O)C1=C(C=C(C=C1)C)O[C@H](C)CCCCO)C(=O)O.C1(=C(C=CC=C1)P(C1=C(C=CC=C1)C)C1=C(C=CC=C1)C)C